3-(1H-benzo[d]imidazol-1-yl)benzamide N1(C=NC2=C1C=CC=C2)C=2C=C(C(=O)N)C=CC2